SCSC(SCSC1SCSC(C1)SCS)CC(SCS)SCS 4-{3,5-bis(mercaptomethylthio)-7-mercapto-2,6-dithiaheptylthio}-6-Mercaptomethylthio-1,3-dithiane